FC(C1=NC=CC(=C1)N1CC(CC2=CC=CC=C12)CNC(C=C)=O)(F)F N-((1-(2-(trifluoromethyl)-pyridin-4-yl)-1,2,3,4-tetrahydroquinolin-3-yl)methyl)acrylamide